Vinyltris-(2-methoxyethoxy)silan C(=C)[Si](OCCOC)(OCCOC)OCCOC